NC1=NC=C(C(=C1C1=CC=C(C=C1)O)CC)C1=CC(=CC(=C1)F)F 4-[2-amino-5-(3,5-difluorophenyl)-4-ethyl-3-pyridyl]phenol